cyano-5'-fluoro-4-(4-fluorophenoxy)-[1,1'-biphenyl]-3-carboxamide C(#N)C1=C(C=CC(=C1C(=O)N)OC1=CC=C(C=C1)F)C1=CC=CC(=C1)F